(S)-2-((2-((S)-4-(difluoromethyl)-2-oxo-1,3-thiazinan-3-yl)-5,6-dihydrobenzo[f]imidazo[1,2-d][1,4]oxazepin-9-yl)amino)-3-methoxypropanamide FC([C@H]1N(C(SCC1)=O)C=1N=C2N(CCOC3=C2C=CC(=C3)N[C@H](C(=O)N)COC)C1)F